O=C1NCC2=CC=C(C=C12)NC(OC1=CC=CC=C1)=O phenyl (3-oxoisoindolin-5-yl)carbamate